(S)-N-(4-AMINO-3,4-DIOXO-1-PHENYLBUTAN-2-YL)-1-METHYL-3-(3-(TRIFLUOROMETHOXY)PHENYL)-1H-PYRAZOLE-4-CARBOXAMIDE NC(C([C@H](CC1=CC=CC=C1)NC(=O)C=1C(=NN(C1)C)C1=CC(=CC=C1)OC(F)(F)F)=O)=O